OCCC[Si](O[Si](CCCO)(C)C)(C)C 1,3-bis(hydroxypropyl)tetramethyl-disiloxane